(3S,5Z)-5-[[4-[(E)-3-(4-Bromophenyl)-3-oxoprop-1-enyl]phenyl]methylidene]-1-oxo-3-sulfanyl-1,2,4-thiadiazolidin BrC1=CC=C(C=C1)C(/C=C/C1=CC=C(C=C1)\C=C/1\N[C@@H](NS1=O)S)=O